5-(thiazol-5-ylmethylene)-3,5-dihydro-4H-imidazol-4-one S1C=NC=C1C=C1C(NC=N1)=O